4,4'-methylenediphenyldiisocyanate C(C1=CC=C(C=C1)N=C=O)C1=CC=C(C=C1)N=C=O